(15Z)-tetracosa-15-enoic acid C(CCCCCCCCCCCCC\C=C/CCCCCCCC)(=O)O